S(=O)(=O)(ON1C2C=C(CN(C1=O)C2)N2N=C(C=C2)C(NC2=NNC=C2)=O)[O-].[Na+] sodium [7-oxo-3-[3-(pyrazol-3-ylcarbamoyl)pyrazol-1-yl]-1,6-diazabicyclo[3.2.1]oct-3-en-6-yl] sulfate